C1(CCC1)CNC=1C2=C(N=C(N1)NC1=C(C=C(C=C1)S(=O)(=O)N1CCOCC1)OC)NC=C2 N4-(cyclobutylmethyl)-N2-(2-methoxy-4-(morpholinosulfonyl)phenyl)-7H-pyrrolo[2,3-d]pyrimidine-2,4-diamine